FC(C(C(C(C(C(C(C(C(C(C(C(C(C(C(C(C(C(F)(F)F)(F)F)(F)F)(F)F)(F)F)(F)F)(F)F)(F)F)(F)F)(F)F)(F)F)(F)F)(F)F)(F)F)(F)F)(F)F)(F)F)(O)F perfluoro-1-octadecanol